6-(2-Cyclopropylacetylamino)-4-((4-(5-(dimethylcarbamoyl)pyrazin-2-yl)-3-methoxypyridin-2-yl)amino)-N-(methyl-d3)pyridazine-3-carboxamide C1(CC1)CC(=O)NC1=CC(=C(N=N1)C(=O)NC([2H])([2H])[2H])NC1=NC=CC(=C1OC)C1=NC=C(N=C1)C(N(C)C)=O